CC1=CC=C(C2=C[Se]C=C21)C 4,7-dimethyl-benzo[c]selenophen